OCCC(C)(C)NC(CN(C=1C2=C(N=C(N1)C1=NC=CC=C1)CCC2)C)=O N-(4-hydroxy-2-methylbutan-2-yl)-2-[methyl[2-(pyridin-2-yl)-5H,6H,7H-cyclopenta[d]pyrimidin-4-yl]amino]acetamide